tert-butyl (18-oxo-18-((4-((4-(1-propyl-1H-pyrazol-4-yl)-7-tosyl-7H-pyrrolo[2,3-d]pyrimidin-2-yl)amino)phenyl)amino)-3,6,9,12,15-pentaoxaoctadecyl)carbamate O=C(CCOCCOCCOCCOCCOCCNC(OC(C)(C)C)=O)NC1=CC=C(C=C1)NC=1N=C(C2=C(N1)N(C=C2)S(=O)(=O)C2=CC=C(C)C=C2)C=2C=NN(C2)CCC